(S)-2-((2-((S)-4-(difluoromethyl)-2-carbonyloxazolidin-3-yl)-6H-spiro[benzo[f]imidazo[1,2-d][1,4]oxazepin-5,1'-cyclopropane]-9-yl)amino)propanamide FC([C@H]1N(C(OC1)=C=O)C=1N=C2N(C1)C1(CC1)COC1=C2C=CC(=C1)N[C@H](C(=O)N)C)F